ClC1=CC(=C(C=C1Cl)C(C1(CCN(CC1)C(=O)OC(C)(C)C)C)NS(=O)C(C)(C)C)OCC=C tert-butyl 4-[[4,5-dichloro-2-(prop-2-en-1-yloxy)phenyl][(2-methylpropane-2-sulfinyl)amino]methyl]-4-methylpiperidine-1-carboxylate